N1(CCCCCC1)C(=O)C1=CC2=C(C=N1)C(=NN2C)Br azepan-1-yl-(3-bromo-1-methyl-pyrazolo[4,3-c]pyridin-6-yl)methanone